(1s,4s)-4-((5-(3-(2,2-difluoroethyl)-2-methyl-3H-imidazo[4,5-b]pyridin-5-yl)-4-(methylamino)-7H-pyrrolo[2,3-d]pyrimidin-2-yl)amino)-1-methylcyclohexan-1-ol FC(CN1C(=NC=2C1=NC(=CC2)C2=CNC=1N=C(N=C(C12)NC)NC1CCC(CC1)(O)C)C)F